COC=1N=C2C(=CC=NC2=CC1OC)OC1=C(C=C(C=C1)NC(=O)C1=CN(C(=C(C1=O)C1=CC=C(C=C1)F)NC)C)F N-[4-[(6,7-Dimethoxy-1,5-naphthyridin-4-yl)oxy]-3-fluorophenyl]-5-(4-fluorophenyl)-1-methyl-6-(methylamino)-4-oxopyridine-3-carboxamide